3,9-dimethyl-3,4,7,15-tetraazatricyclo[12.3.1.02,6]Octadeca-1(18),2(6),4,14,16-pentaene CN1C=2C=3C=CN=C(CCCCC(CNC2C=N1)C)C3